3-bromo-1-ethyl-1H-1,2,4-triazole-5-carbaldehyde BrC1=NN(C(=N1)C=O)CC